BrC1=C(C=CC=C1)NC(C(F)(F)F)=O N-(2-bromophenyl)-2,2,2-trifluoro-acetamide